FC1(CCN(CC1)C(=O)C=1C=C2C(=NC1)N(C=C2)C2=CC(=NC=C2)C=2C=NN(C2)C2OCCCC2)F (4,4-difluoro-1-piperidyl)-[1-[2-(1-tetrahydropyran-2-ylpyrazol-4-yl)-4-pyridyl]pyrrolo[2,3-b]pyridin-5-yl]methanone